2-(4-(morpholinomethyl)phenyl)indolizine-7-carboxamide O1CCN(CC1)CC1=CC=C(C=C1)C=1C=C2C=C(C=CN2C1)C(=O)N